2-{4h,5h,6h-pyrrolo[1,2-c][1,2,3]triazol-6-yl}acetaldehyde N1=NC=C2N1C(CC2)CC=O